NC1=NN2CC(N(CCC2=C1)CCOC)=O 2-amino-6-(2-methoxyethyl)-4H,5H,6H,7H,8H-pyrazolo[1,5-d][1,4]diazepin-7-one